N-(5-bromo-8-methylnaphthalen-1-yl)picolinamide BrC1=C2C=CC=C(C2=C(C=C1)C)NC(C1=NC=CC=C1)=O